furandiamine C1=COC(=C1N)N